4-(3-chloro-4-methylphenyl)-N-((5-(2,6-dioxopiperidin-3-yl)-4-oxo-5,6-dihydro-4H-thieno[3,4-c]pyrrol-1-yl)methyl)butanamide ClC=1C=C(C=CC1C)CCCC(=O)NCC=1SC=C2C1CN(C2=O)C2C(NC(CC2)=O)=O